O=S1(CCC(CC1)C(=O)N(C)[C@H](C(F)(F)F)C1=CC=C(C=C1)NC(OC(C)(C)C)=O)=O tert-butyl N-{4-[(1S)-1-[1-(1,1-dioxo-1λ6-thian-4-yl)-N-methylformamido]-2,2,2-trifluoroethyl]phenyl}carbamate